[C@H]1(CCCC2=CC=CC=C12)NC1=NC=NC=C1 N-[(1R)-1,2,3,4-tetrahydronaphthalen-1-yl]pyrimidin-4-amine